CC(CC(=O)O)(C(C)(C)C)C 3,3,4,4-tetramethylvaleric acid